FC(C=1C(=C(C=CC1)[C@@H](C)NC1=NN=C(C2=CC=C(C=C12)C1=NC=CC(=C1)CN1CCC(CC1)C1=C(C=C(C=C1)[C@@]1(C(NC(CC1)=O)=O)C)C)C)F)F (R)-3-(4-(1-((2-(4-(((R)-1-(3-(difluoromethyl)-2-fluorophenyl)ethyl)amino)-1-methylphthalazin-6-yl)pyridin-4-yl)methyl)piperidin-4-yl)-3-methylphenyl)-3-methylpiperidine-2,6-dione